2-bromo-6-(piperidin-1-yl)pyridine BrC1=NC(=CC=C1)N1CCCCC1